5,5-difluorolysine FC(CC[C@H](N)C(=O)O)(CN)F